NC1=CC=C(C=C1)CC(=O)NC1CCN(CC1)C=1NC2=NC=NC(=C2N1)N1CCOCC1 2-(4-aminophenyl)-N-(1-(6-morpholino-9H-purin-8-yl)piperidin-4-yl)acetamide